1-((tert-butyldimethylsilyl)oxy)-3-chloropropane-2-one [Si](C)(C)(C(C)(C)C)OCC(CCl)=O